methyl 3-(4-fluoro-2-methylphenoxy)-6-iodo-5-methylpyridazine-4-carboxylate FC1=CC(=C(OC=2N=NC(=C(C2C(=O)OC)C)I)C=C1)C